4-(4-(1H-imidazol-1-yl)butoxy)quinazoline N1(C=NC=C1)CCCCOC1=NC=NC2=CC=CC=C12